The molecule is an O-acylcarnitine in which the acyl group specified is pimelyl. It has a role as a metabolite. It derives from a pimelic acid. C[N+](C)(C)CC(CC(=O)[O-])OC(=O)CCCCCC(=O)O